((5-bromo-2-methyl-1,2,3,4-tetrahydroisoquinolin-7-yl)amino)-5-((3-(methoxymethyl)phenyl)amino)-1,2,4-triazine-6-carboxamide BrC1=C2CCN(CC2=CC(=C1)NC=1N=NC(=C(N1)NC1=CC(=CC=C1)COC)C(=O)N)C